Cl.O1CCC(CC1)C1=C(C=CC=C1)C1CCNCC1 4-(2-(tetrahydro-2H-pyran-4-yl)phenyl)piperidine hydrochloride